CN(CCN(C1=CC=C(C=C1)SC=1C=C(C(=CC1)N)N)C)C 4-((4-((2-(dimethylamino)ethyl)(methyl)amino)phenyl)thio)benzene-1,2-diamine